5-(4-bromo-2-(2-((tert-butyldimethylsilyl)oxy)-ethyl)phenyl)-1H-pyrazol-3-ol BrC1=CC(=C(C=C1)C1=CC(=NN1)O)CCO[Si](C)(C)C(C)(C)C